(1R)-2,2-difluoro-N-[6-(2-{[6-(1-hydroxybutyl)-4-methylpyridin-3-yl]amino}pyridin-3-yl)pyrimidin-4-yl]cyclopropane-1-carboxamide FC1([C@H](C1)C(=O)NC1=NC=NC(=C1)C=1C(=NC=CC1)NC=1C=NC(=CC1C)C(CCC)O)F